C(CC)OC=1C=C(C(=O)NC=2C=C3C(=CNC3=CC2)C=2CCN(CC2)C(C)CCC)C=CC1 5-(3-propoxybenzoyl)amino-3-(1-(2-pentyl)-1,2,3,6-tetrahydropyridin-4-yl)-1H-indole